[1,8]dioxacyclotetradecine-4,13-dicarboxylate O1C=CC(=CC=COC=CC=CC(=C1)C(=O)[O-])C(=O)[O-]